ClC=1C(=C(C=CC1F)[C@H](NC(=O)N1[C@@H](C(NCC1)=O)C)[C@@H]1C[C@@H](CC1)C(F)(F)F)F |o1:8| (2R)-N-((R or S)-(3-chloro-2,4-difluorophenyl)(cis-3-(trifluoromethyl)cyclopentyl)-methyl)-2-methyl-3-oxopiperazine-1-carboxamide